FC(C=1C=C(C=NC1N1N=CC=N1)NC(=O)N1C[C@](C2=C1C=NC=1N2N=C(C1)F)(C(F)(F)F)C)F (R)-N-(5-(difluoromethyl)-6-(2H-1,2,3-triazol-2-yl)pyridin-3-yl)-2-fluoro-8-methyl-8-(trifluoromethyl)-7,8-dihydro-6H-pyrazolo[1,5-a]pyrrolo[2,3-e]pyrimidine-6-carboxamide